C(CCC)C=1C=C(C(=NC1)C1=CC=C(C=C1)OC)C1=CC2=C(C(=CO2)C(=O)O)C=C1 6-(5-butyl-2-(4-methoxyphenyl)pyridin-3-yl)benzofuran-3-carboxylic acid